1-bromo-2,4-difluorobenzene BrC1=C(C=C(C=C1)F)F